4-(4-((4-chloro-3-methylphenyl)sulfonyl)phenyl)-2,4-dihydro-3H-1,2,4-triazole-3-thione ClC1=C(C=C(C=C1)S(=O)(=O)C1=CC=C(C=C1)N1C(NN=C1)=S)C